FC(S(=O)(=O)O)(F)F.FC(S(=O)(=O)O)(F)F.FC(S(=O)(=O)O)(F)F.C1(=CC=CC=C1)O phenol tris(trifluoromethanesulfonate)